C(CC1=CC=CC=C1)O (R)-(+)-phenethyl alcohol